C(C)(=O)O[C@@H]1[C@H](OC2=CC(=CC=C2C1=O)O)C1=CC(=C(C=C1)OC)O [(2R,3R)-7-hydroxy-2-(3-hydroxy-4-methoxyphenyl)-4-oxo-2,3-dihydrochromen-3-yl] acetate